(4-((1r,5s)-3,8-diazabicyclo[3.2.1]oct-3-yl)-6-chloro-8-fluoro-2-((hexahydro-1H-pyrrolizin-7a-yl)methoxy)quinazolin-7-yl)-2-amino-7-fluorobenzo[b]thiophene-3-carbonitrile [C@H]12CN(C[C@H](CC1)N2)C2=NC(=NC1=C(C(=C(C=C21)Cl)C2=CC=C(C=1SC(=C(C12)C#N)N)F)F)OCC12CCCN2CCC1